C(=CC1=CC=CC=C1)C=1[NH+](C2=CC=CC=C2C1)C=CC1=CC=CC=C1 bis-styrylindolium